8'-((3S,5R)-4-acryloyl-3,5-dimethylpiperazin-1-yl)-11'-(2-cyclopropylphenyl)-10'-(trifluoromethyl)-2'H,4'H,6'H-spiro[cyclobutane-1,3-[1,4]thiazepino[2,3,4-ij]quinazolin]-6'-one C(C=C)(=O)N1[C@H](CN(C[C@H]1C)C1=NC(N2C3=C(C(=C(C=C13)C(F)(F)F)C1=C(C=CC=C1)C1CC1)SCC1(C2)CCC1)=O)C